ClC1=NC(=NC(=C1)C)N 4-chloro-6-methylpyrimidin-2-amine